methyl (S)-1-(2,6-difluoro-4-methoxybenzyl)-3,4-dimethyl-2-oxo-1,2,3,4-tetrahydroquinazoline-7-carboxylate FC1=C(CN2C(N([C@H](C3=CC=C(C=C23)C(=O)OC)C)C)=O)C(=CC(=C1)OC)F